COC1=CC=C(C=C1)CNC=O N-[(4-methoxyphenyl)methyl]carboxamide